BrC1=NC(=CC=C1NC(C)C1=CC(=CC=2C=3N(C(=NC12)N1CCN(CC1)C)C=NN3)C)Cl 2-bromo-6-chloro-N-(1-(9-methyl-5-(4-methylpiperazin-1-yl)-[1,2,4]triazolo[4,3-c]quinazolin-7-yl)ethyl)pyridin-3-amine